NC1=NC=C(C=N1)C(C(=O)OC(C)(C)C)(C)C#N tert-butyl 2-(2-aminopyrimidin-5-yl)-2-cyanopropanoate